C1C(CC12CCNCC2)CC2=CC1=C(N(C(N1C)=O)C1C(NC(CC1)=O)=O)C=C2 3-(5-{7-azaspiro[3.5]nonan-2-ylmethyl}-3-methyl-2-oxo-1,3-benzodiazol-1-yl)piperidine-2,6-dione